C(N)(=O)C=1C(=NN2C1NCC[C@H]2C2CCN(CC2)C2CN(C2)CC2CN(C2)C(=O)OC(C)(C)C)C2=CC=C(C=C2)OC2=CC=CC=C2 tert-butyl (S)-3-((3-(4-(3-carbamoyl-2-(4-phenoxyphenyl)-4,5,6,7-tetrahydropyrazolo[1,5-a]pyrimidin-7-yl)piperidine-1-yl)azetidin-1-yl)methyl)azetidine-1-carboxylate